N-((7-(5-(difluoromethyl)-1,3,4-oxadiazol-2-yl)imidazo[1,2-a]pyridin-2-yl)methyl)-N-(3-fluorophenyl)-1-(2,2,2-trifluoroacetyl)piperidine-4-carboxamide FC(C1=NN=C(O1)C1=CC=2N(C=C1)C=C(N2)CN(C(=O)C2CCN(CC2)C(C(F)(F)F)=O)C2=CC(=CC=C2)F)F